N-(1-(methyl-d3)-3-(((3S,4R)-4-((tert-butyldiphenylsilyl)oxy)tetrahydrofuran-3-yl)oxy)-1H-pyrazol-4-yl)formamide C(N1N=C(C(=C1)NC=O)O[C@H]1COC[C@H]1O[Si](C1=CC=CC=C1)(C1=CC=CC=C1)C(C)(C)C)([2H])([2H])[2H]